NC1CCC(CC1)OC1=C2C=C(C=NC2=CC(=N1)N1CCOCC1)CS(=O)(=O)N [5-(4-aminocyclohexoxy)-7-morpholino-1,6-naphthyridin-3-yl]methanesulfonamide